CC1=C(C(=NC=C1)C1=CC=CC=C1)C (dimethyl)(phenyl)pyridine